3β-(prop-2-enyloxy)-5α-cholestane-25-ol C(C=C)O[C@@H]1C[C@@H]2CC[C@H]3[C@@H]4CC[C@H]([C@@H](CCCC(C)(C)O)C)[C@]4(CC[C@@H]3[C@]2(CC1)C)C